BrC1=CC=CC(=N1)C1=CN=C2N1C=C(C=C2)C(C)(C)C 3-(6-bromopyridin-2-yl)-6-(tert-butyl)imidazo[1,2-a]pyridine